N-(6-(p-tolylamino)-1H-pyrazolo[3,4-b]pyridin-3-yl)benzamide C1(=CC=C(C=C1)NC1=CC=C2C(=N1)NN=C2NC(C2=CC=CC=C2)=O)C